FC(C(F)(F)F)(C(F)(F)F)C1=CC=C(N)C=C1 4-(heptafluoro-2-propyl)aniline